diaminodichloroplatinum N[Pt](Cl)(Cl)N